1,4-Benzenedicarboxylic acid, 1,4-bis[4-[(2-oxiranylmethoxy)carbonyl]phenyl] ester C1(=CC=C(C=C1)C(=O)OC1=CC=C(C=C1)C(=O)OCC1OC1)C(=O)OC1=CC=C(C=C1)C(=O)OCC1OC1